(4-cyano-2-methoxyphenyl)-5-(cyclobutylmethoxy)-2,8-dimethyl-1,4-dihydro-1,6-naphthyridine-3-carboxamide C(#N)C1=CC(=C(C=C1)N1C(=C(CC2=C(N=CC(=C12)C)OCC1CCC1)C(=O)N)C)OC